vinylmethyloxyvinylsilane C(=C)COC=C[SiH3]